2-(7-ethyl-2-morpholino-[1,2,4]triazolo[1,5-a]pyrimidin-5-yl)-3-methyl-5-(trifluoromethyl)phenol C(C)C1=CC(=NC=2N1N=C(N2)N2CCOCC2)C2=C(C=C(C=C2C)C(F)(F)F)O